2,2-dinitropropyl acrylate C(C=C)(=O)OCC(C)([N+](=O)[O-])[N+](=O)[O-]